3-[(7-oxo-8-{[4-(trifluoromethyl)phenyl]methyl}-1,4,8,10-tetraazatricyclo[7.3.0.02,6]dodeca-2(6),9-dien-4-yl)methyl]benzonitrile O=C1C=2CN(CC2N2CCN=C2N1CC1=CC=C(C=C1)C(F)(F)F)CC=1C=C(C#N)C=CC1